1,3-di(2-methyl-1-aziridinylcarbonyl)propane CC1N(C1)C(=O)CCCC(=O)N1C(C1)C